(3-Phenylpyrazin-2-yl)((1S,4S,6R)-6-((5-(trifluoromethyl)pyrazin-2-yl)amino)-2-azabicyclo[2.2.1]hept-2-yl)methanone C1(=CC=CC=C1)C=1C(=NC=CN1)C(=O)N1[C@@H]2[C@@H](C[C@H](C1)C2)NC2=NC=C(N=C2)C(F)(F)F